tert-butyl 2-(3-fluoro-4-(7-nitrobenzo[d]imidazo[2,1-b]thiazol-2-yl)phenyl)pyrrolidine-1-carboxylate FC=1C=C(C=CC1C=1N=C2SC3=C(N2C1)C=CC(=C3)[N+](=O)[O-])C3N(CCC3)C(=O)OC(C)(C)C